C(CCCC#C)N1CCC(CC1)[C@@H]1CCNC=2N1N=C(C2C(=O)N)C2=CC=C(C=C2)OC2=CC=CC=C2 (S)-7-(1-(hex-5-ynyl)piperidin-4-yl)-2-(4-phenoxyphenyl)-4,5,6,7-tetrahydro-pyrazolo[1,5-a]pyrimidine-3-carboxamide